CC(C)(CCCC)OC(=O)C1C2C=CC(C1)C2=O 5-(2-methyl-2-hexyloxycarbonyl)-7-oxo-bicyclo[2.2.1]Hept-2-ene